N-(3-(4-aminophenyl)-1-methyl-1H-pyrazol-5-yl)-2-methoxybenzamide NC1=CC=C(C=C1)C1=NN(C(=C1)NC(C1=C(C=CC=C1)OC)=O)C